4-methoxyphenyl 2,6-di-O-benzyl-β-D-galactopyranoside COC1=CC=C(C=C1)O[C@H]2[C@@H]([C@H]([C@H]([C@H](O2)COCC3=CC=CC=C3)O)O)OCC4=CC=CC=C4